Ethyl 2-(4-fluorobenzoyl)-1,2,3,4-tetrahydroisoquinoline-3-carboxylate FC1=CC=C(C(=O)N2CC3=CC=CC=C3CC2C(=O)OCC)C=C1